C1(=CC=C(C=C1)C=1C=NC2=CC=CC=C2C1)C 3-p-toluylquinolin